2-(2,3-dihydrobenzo[b][1,4]dioxin-6-yl)-6-(4-((4-(4-methoxyphenyl)tetrahydro-2H-pyran-4-yl)methylamino)piperidin-1-yl)benzonitrile O1C2=C(OCC1)C=C(C=C2)C2=C(C#N)C(=CC=C2)N2CCC(CC2)NCC2(CCOCC2)C2=CC=C(C=C2)OC